ClC=1C=C2C=CN=C(C2=C(C1)C)N(C(C1=C(C=C(C=C1)C=1N=NN(C1)C)F)=O)[C@H]1CNCCC1 N-(6-chloro-8-methyl-1-isoquinolyl)-2-fluoro-4-(1-methyltriazol-4-yl)-N-[(3R)-3-piperidyl]benzamide